[N].[Zn].[Co] cobalt-zinc nitrogen